4-(6-(6-fluoroquinazolin-4-yl)-8-methyl-5,6,7,8-tetrahydro-1,6-naphthyridin-3-yl)-2H-benzo[b][1,4]oxazin-3(4H)-one FC=1C=C2C(=NC=NC2=CC1)N1CC=2C=C(C=NC2C(C1)C)N1C2=C(OCC1=O)C=CC=C2